The molecule is an alpha-amino-acid cation that is the conjugate acid of phenylalanine, arising from protonation of the amino group. It is a conjugate acid of a phenylalanine. C1=CC=C(C=C1)CC(C(=O)O)[NH3+]